(R)-1-(4-(4-chloro-3,5-difluoro-1H-indole-2-carbonyl)piperazin-1-yl)-2-(3,3-difluoroazetidin-1-yl)propan-1-one ClC1=C2C(=C(NC2=CC=C1F)C(=O)N1CCN(CC1)C([C@@H](C)N1CC(C1)(F)F)=O)F